6-amino-N-(5-(3-(3,3-dimethylbutoxy)phenyl)-4-(2-isopropylphenyl)thiazol-2-yl)pyridin-2-sulfonamide NC1=CC=CC(=N1)S(=O)(=O)NC=1SC(=C(N1)C1=C(C=CC=C1)C(C)C)C1=CC(=CC=C1)OCCC(C)(C)C